OC(CNC(N)=O)(C)C 3-(2-hydroxy-2-methyl-propyl)urea